C[Si](C1=CC=C(C=C1)[Si](C1=CC=CC=C1)(C1=CC=CC=C1)C1=CC=C(C=C1)[Si](C)(C)OCC)(OCC)C bis(4-(dimethylethoxysilyl)phenyl)diphenylsilane